Tert-butyl 1,2,3-oxathiazolidine-3-carboxylate 2-oxide O1S(N(CC1)C(=O)OC(C)(C)C)=O